piperidin-1-ium iodide [I-].[NH2+]1CCCCC1